2-(((6-fluoronaphthalen-2-yl)oxy)methyl)oxirane FC=1C=C2C=CC(=CC2=CC1)OCC1OC1